C(C)N([C@H]1CN(CC1)C(=O)OC(C)(C)C)S(=O)(=O)C1=CC=C(C=C1)[N+](=O)[O-] tert-butyl (3R)-3-[ethyl-(4-nitrophenyl)sulfonyl-amino]pyrrolidine-1-carboxylate